N1(C=NC=C1)CC1=CC(=C2CCN=CC2=C1)C=1C(=NN(C1)C)C(F)(F)F 7-((1H-imidazol-1-yl)methyl)-5-(1-methyl-3-(trifluoromethyl)-1H-pyrazol-4-yl)-3,4-dihydroisoquinolin